N-(5-(7-((1-cyanoethyl)thio)-5-ethyl-6-fluoro-1H-indazol-4-yl)pyrazolo[1,5-a]pyridin-2-yl)-2-fluorocyclopropane-1-carboxamide C(#N)C(C)SC=1C(=C(C(=C2C=NNC12)C1=CC=2N(C=C1)N=C(C2)NC(=O)C2C(C2)F)CC)F